C1(CC1)[C@@H](C)NC=1N=CC2=C(N1)NC=C2C2=NC=1N(C=C2)N=CC1 (R)-N-(1-cyclopropylethyl)-5-(pyrazolo[1,5-a]pyrimidin-5-yl)-7H-pyrrolo[2,3-d]pyrimidin-2-amine